CC1=C(NC2=CC=C(C=C12)CC(=O)NC=1C(=NC=NC1)C)C1CCOCC1 (3-methyl-2-(tetrahydro-2H-pyran-4-yl)-1H-indol-5-yl)-N-(4-methylpyrimidin-5-yl)acetamide